N1=C(C=NC2=CC=CC=C12)NC1=NC=CC(=C1)N1CCN(CC1)C(=O)OC(C)(C)C tert-butyl 4-(2-(quinoxalin-2-ylamino)pyridin-4-yl)piperazine-1-carboxylate